N-(5-((5-chloro-4-(3-cyclopropylphenyl)pyrimidin-2-yl)amino)pyridin-3-yl)-1-(2-(4-(2-(2,6-dioxopiperidin-3-yl)-1-oxoisoindolin-5-yl)piperidin-1-yl)acetyl)piperidine-4-carboxamide ClC=1C(=NC(=NC1)NC=1C=C(C=NC1)NC(=O)C1CCN(CC1)C(CN1CCC(CC1)C=1C=C2CN(C(C2=CC1)=O)C1C(NC(CC1)=O)=O)=O)C1=CC(=CC=C1)C1CC1